tert-butyl 6-[dideuterio(iodo)methyl]-2-azaspiro[3.3]heptane-2-carboxylate [2H]C(C1CC2(CN(C2)C(=O)OC(C)(C)C)C1)(I)[2H]